tert-butyl (3R,7S)-3-methyl-7-(methylcarbamoyl)-9-((S)-1-(4-(methyl sulfonyl) phenyl) ethyl)-10-oxo-3,4,7,8,9,10-hexahydropyrido[4',3':3,4]pyrazolo[1,5-a]pyrazine-2(1H)-carboxylate C[C@@H]1CC2=NN3C(C(N(C[C@H]3C(NC)=O)[C@@H](C)C3=CC=C(C=C3)S(=O)(=O)C)=O)=C2CN1C(=O)OC(C)(C)C